tertbutyl N-[(1S)-1-{[(1S)-1-cyclohexyl 2-[(2S)-2-(4-{3-[(5-hydroxypentyl)oxy]benzoyl}-1,3-thiazol-2-yl)pyrrolidin-1-yl]-2-oxoethyl]carbamoyl}ethyl]-N-methylcarbamate C1(CCCCC1)[C@@H](C(=O)N1[C@@H](CCC1)C=1SC=C(N1)C(C1=CC(=CC=C1)OCCCCCO)=O)NC(=O)[C@H](C)N(C(OC(C)(C)C)=O)C